(S)-4-carboxy-1-(((R)-6-(4-(4-iodophenyl)butanamido)-1-methoxy-1-oxohexan-2-yl)amino)-1-oxobutan-2-aminium chloride [Cl-].C(=O)(O)CC[C@@H](C(=O)N[C@@H](C(=O)OC)CCCCNC(CCCC1=CC=C(C=C1)I)=O)[NH3+]